S1SC(C=C1)C(=O)[O-].C(CCCCC(C)C)[Sn+2]CCCCCC(C)C.S1SC(C=C1)C(=O)[O-] diisooctyl-tin dithiolate